C(C)OC1=CC=C(C=C1)C(C(NC1=CC=C(C=C1)[Si](C)(C)C)=O)NC(=O)C1CNC(C1)=O N-(1-(4-ethoxyphenyl)-2-oxo-2-((4-(trimethylsilyl)phenyl)amino)ethyl)-5-oxopyrrolidine-3-carboxamide